Pyrido[3,2-d]Pyrimidin-4(3H)-One 2,2,2-Trifluoroacetate FC(C(=O)O)(F)F.N1=CNC(C2=C1C=CC=N2)=O